ClC=1C=C(C=CC1F)[C@@H](NC(=O)[C@H]1NC(NC1)=O)[C@@H]1CC[C@H](CC1)C(F)(F)F (S)-N-((S)-(3-chloro-4-fluorophenyl)(trans-4-(trifluoromethyl)cyclohexyl)methyl)-2-oxoimidazolidine-4-carboxamide